N-((cis)-3-(5-chloro-2-cyanophenyl)cyclobutyl)-1-((R)-1-(4-fluoro-5-methyl-6-((1R,5S)-2-oxo-3-azabicyclo[3.1.0]hexan-3-yl)pyridin-3-yl)ethyl)-1H-pyrazole-4-carboxamide ClC=1C=CC(=C(C1)[C@H]1C[C@H](C1)NC(=O)C=1C=NN(C1)[C@H](C)C=1C=NC(=C(C1F)C)N1C([C@@H]2C[C@@H]2C1)=O)C#N